[1]benzazepin N1C=CC=CC2=C1C=CC=C2